(S)-2-Amino-3-(3-aminophenyl)propan-1-ol HCl salt Cl.N[C@H](CO)CC1=CC(=CC=C1)N